Cl.NC=1C2=C(NC(C1C1=NC=3C(=NC(=CC3)C3CCNCC3)N1)=O)SC=C2 4-amino-5-(5-(piperidin-4-yl)-3H-imidazo[4,5-b]pyridin-2-yl)thieno[2,3-b]pyridin-6(7H)-one hydrochloride